ClC1=CC(=C(C=C1)NC1=NC=C2N(C(N(C2=N1)C1CCOCC1)=O)C)C 2-((4-chloro-2-methylphenyl)amino)-7-methyl-9-(tetrahydro-2H-pyran-4-yl)-7,9-dihydro-8H-purin-8-one